1-[4-(2,3-Dimethylphenyl)piperazin-1-yl]-2-{3-[3-fluoro-3-(hydroxymethyl)pyrrolidin-1-carbonyl]-5,6-dihydrocyclopenta[c]pyrazol-1(4H)-yl}ethan-1-on CC1=C(C=CC=C1C)N1CCN(CC1)C(CN1N=C(C2=C1CCC2)C(=O)N2CC(CC2)(CO)F)=O